(3-Fluoro-5-(thiophen-3-yl)benzyl)carbamic acid tert-butyl ester C(C)(C)(C)OC(NCC1=CC(=CC(=C1)C1=CSC=C1)F)=O